[2-(diethylamino)ethoxy]silane C(C)N(CCO[SiH3])CC